3-{[1-(2,2-difluoroethyl)piperidin-4-yl]oxy}-N-[(1R)-1-(2-methylpyrimidin-5-yl)ethyl]-5-(5-methyl-1,3-thiazol-2-yl)benzamide FC(CN1CCC(CC1)OC=1C=C(C(=O)N[C@H](C)C=2C=NC(=NC2)C)C=C(C1)C=1SC(=CN1)C)F